[Si](C)(C)(C(C)(C)C)O[C@@H]1C[C@@H](N(C1)CC1=CN=C(S1)NC(C)=O)C N-(5-(((2S,4R)-4-((tert-butyldimethylsilyl)oxy)-2-methylpyrrolidin-1-yl)methyl)thiazol-2-yl)acetamide